2-Methoxyethyl {3-[3-(4-methoxyphenyl)-1H-1,2,4-triazol-5-yl]phenyl}carbamate COC1=CC=C(C=C1)C1=NNC(=N1)C=1C=C(C=CC1)NC(OCCOC)=O